CC1=NC(=CC(=N1)NC1=NN2C(C=C(C=C2)C2=C(C=NN2C)OC[C@@H]2N(C[C@H](C2)C)C(=O)OC(C)(C)C)=C1)C (2R,4S)-tert-butyl 2-(((5-(2-((2,6-dimethylpyrimidin-4-yl)amino)pyrazolo[1,5-a]pyridin-5-yl)-1-methyl-1H-pyrazol-4-yl)oxy)methyl)-4-methylpyrrolidine-1-carboxylate